C(#C)[C@H]1O[C@H](C[C@@H]1OC(C1=CC=CC=C1)(C1=CC=CC=C1)C1=CC=C(C=C1)OC)N1C2=NC(=NC(=C2N=C1)NC(C1=CC=CC=C1)(C1=CC=CC=C1)C1=CC=C(C=C1)OC)F (2R,3S,5R)-2-ethynyl-5-(2-fluoro-6-(((4-methoxyphenyl)diphenylmethyl)-amino)-9H-purin-9-yl)-3-((4-methoxyphenyl)diphenylmethoxy)tetrahydrofuran